O1C(=CC2=C1C=CC=C2)C2=NC1=C(C=C(C=C1C=C2C(=O)OCC)Cl)C ethyl 2-(1-benzofuran-2-yl)-6-chloro-8-methylquinoline-3-carboxylate